CC=1C=CC2=C(OC([C@@H](N2)C2=CC=CC=C2)=O)C1 (+)-(S)-7-Methyl-3-phenyl-3,4-dihydro-2H-benzo[b][1,4]oxazin-2-one